isopropyl 5-(1-aminoisoquinolin-5-yl)-3-(2-(2-ethoxy-2-oxoethyl) phenoxy)-2,3-dihydrospiro[indene-1,4'-piperidine]-1'-carboxylate NC1=NC=CC2=C(C=CC=C12)C=1C=C2C(CC3(CCN(CC3)C(=O)OC(C)C)C2=CC1)OC1=C(C=CC=C1)CC(=O)OCC